ClC1=C2C(=NN(C2=CC=C1)S(=O)(=O)C1=CC=C(C=C1)C)N1[C@@H](CC(C1)(F)F)CO [(2S)-1-[4-chloro-1-(p-tolylsulfonyl)indazol-3-yl]-4,4-difluoro-pyrrolidin-2-yl]methanol